FC1=C(C(=O)NC2=C(C=CC=C2)F)C=C(C(=C1)N1N=C2N(CCCC2)C1=O)F 2,5-difluoro-N-(2-fluorophenyl)-4-(3-oxo-5,6,7,8-tetrahydro[1,2,4]triazolo[4,3-a]pyridin-2(3H)-yl)benzamide